CCCCC[C@@H](/C=C/[C@@H]1[C@H]([C@H](CC1=O)O)C/C=C\\CCCC(=O)NCCO)O The molecule is an N-acylethanolamine resulting from the formal condensation of the carboxy group of prostaglandin D2 with the amino group of ethanolamine. It is a N-acylethanolamine and a monocarboxylic acid amide. It derives from a prostaglandin D2.